N-octyl-3-bromocarbazole C(CCCCCCC)N1C2=CC=CC=C2C=2C=C(C=CC12)Br